C1=CC=C2C(=C1)C=CN2 2,3-BENZOPYRrOLE